methyl 4-(5-amino-2-((1-methyl-1H-imidazol-2-yl) methyl)-3-oxo-7-phenyl-2,3-dihydro-[1,2,4]triazolo[4,3-c]pyrimidin-8-yl)-6-chloropicolinate NC1=NC(=C(C=2N1C(N(N2)CC=2N(C=CN2)C)=O)C2=CC(=NC(=C2)Cl)C(=O)OC)C2=CC=CC=C2